4-(4-tert-butylphenyl)bromobenzene C(C)(C)(C)C1=CC=C(C=C1)C1=CC=C(C=C1)Br